Benzyl (4'S)-4-{[1-(tert-butoxycarbonyl)piperidin-4-yl]methyl}-3',3'-difluoro-[1,4'-bipiperidine]-1'-carboxylate C(C)(C)(C)OC(=O)N1CCC(CC1)CC1CCN(CC1)[C@@H]1C(CN(CC1)C(=O)OCC1=CC=CC=C1)(F)F